BrC=1C(=NOC1COC)C 4-bromo-5-(methoxymethyl)-3-methylisoxazole